C(C1=CC=CC=C1)OC12CC3(CC(CC(C1)C3)C2)NCC(=O)N2[C@@H](CC(C2)=C)C#N (S)-1-((3-(benzyloxy)adamantan-1-yl)glycyl)-4-methylenepyrrolidine-2-carbonitrile